S1C=NC2=C1C(=CC=C2)COCC(=O)N2[C@H](CN(CC2)C2=NC=C(C=C2C)F)C (S)-2-(benzo[d]thiazol-7-ylmethoxy)-1-(4-(5-fluoro-3-methylpyridin-2-yl)-2-methylpiperazin-1-yl)ethan-1-one